C(C1=CC(O)=C(O)C(O)=C1)(=O)[O-].[Pd+2].C(C1=CC(O)=C(O)C(O)=C1)(=O)[O-] palladium gallate